Tert-Butyl 7-((5-(4-hydroxypiperidin-1-yl)pyridin-2-yl)amino)-4-(imidazo[1,2-a]pyrazin-5-yl)-1-oxo-1,3-dihydro-2H-pyrrolo[3,4-c]pyridine-2-carboxylate OC1CCN(CC1)C=1C=CC(=NC1)NC=1C2=C(C(=NC1)C1=CN=CC=3N1C=CN3)CN(C2=O)C(=O)OC(C)(C)C